COC(CC1CNCC1)=O 3-(2-methoxy-2-oxoethyl)pyrrolidin